2-((2-aminothiazol-4-yl)methyl)-1,3,2-diOxazole NC=1SC=C(N1)CN1OC=CO1